[Si](C)(C)(C(C)(C)C)O[C@@H]1CN(CC1)C=1C=C(C=2N(N1)C(=CN2)C(F)(F)F)N(CC2=CC=C(C=C2)OC)CC2=NC1=C(N2)C=C(C(=C1)Cl)Cl (S)-6-(3-((tert-butyldimethylsilyl)oxy)pyrrolidin-1-yl)-N-((5,6-dichloro-1H-benzo[d]imidazol-2-yl)methyl)-N-(4-methoxybenzyl)-3-(trifluoromethyl)imidazo[1,2-b]pyridazin-8-amine